[N].NC1=NN=NN1 aminotetrazole nitrogen